C(CCC)C1=CCC=C1 2-butyl-cyclopent-1,3-diene